C(CCCCC)C(C(=O)OCCCCCCCCN(CCOC(CCCN(C)C)=O)CCCCCCCCOC(C(CCCCCCCC)CCCCCC)=O)CCCCCCCC 2-hexyldecanoic acid-10-{8-[(2-hexyl-1-oxodecyl) oxy] octyl}-2-methyl-6-oxo-2,10-diaza-7-oxa-octadeca-18-yl ester